ClC1=C2C(=NC=C1C=1C=C(C=CC1)N1C(CN(CC1)CCCN1CCC(CC1)C=1C=C3C(N(C(C3=CC1)=O)C1C(NC(CC1)=O)=O)=O)=O)NC=C2C2CC2 5-(1-(3-(4-(3-(4-chloro-3-cyclopropyl-1H-pyrrolo[2,3-b]pyridin-5-yl)phenyl)-3-oxopiperazin-1-yl)propyl)piperidin-4-yl)-2-(2,6-dioxopiperidin-3-yl)isoindoline-1,3-dione